F[C@H]1C[C@H](N2N=C(N=C21)C(=O)C2(CC2)C#N)C2=CC=CC=C2 |r| (rac-(5S,7S)-7-fluoro-5-phenyl-6,7-dihydro-5H-pyrrolo[1,2-b][1,2,4]triazole-2-carbonyl)cyclopropanecarbonitrile